Cyclopropyl-2-methoxy-N-phenethyl-1H-imidazole-1-carboxamide C1(CC1)C=1N=C(N(C1)C(=O)NCCC1=CC=CC=C1)OC